Benzo[d]isoxazol-5-amine O1N=CC2=C1C=CC(=C2)N